4-acetoxyphenylboronic acid C(C)(=O)OC1=CC=C(C=C1)B(O)O